(S)-2-(5-ethyl-6-(4-(3-hydroxypicolinoyl)piperazin-1-yl)-2-(4-methoxycyclohex-1-en-1-yl)-7-oxo-[1,2,4]triazolo[1,5-a]pyrimidin-4(7H)-yl)-N-(4-(trifluoromethyl)phenyl)acetamide C(C)C=1N(C=2N(C(C1N1CCN(CC1)C(C1=NC=CC=C1O)=O)=O)N=C(N2)C2=CC[C@H](CC2)OC)CC(=O)NC2=CC=C(C=C2)C(F)(F)F